FC=1C=C(C=CC1)C#CC=1C=CC(=NC1)N1[C@@H]2CC[C@@H]2N(C1=O)C (-)-(1R,5S)-2-[5-(3-Fluoro-phenylethynyl)-pyridin-2-yl]-4-methyl-2,4-diazabicyclo[3.2.0]heptan-3-one